2-(tert-butyl)-N-(2-methyl-4-(6-((1-methyl-1H-pyrazol-3-yl)amino)pyrimidin-4-yl)benzyl)thiazole-5-carboxamide C(C)(C)(C)C=1SC(=CN1)C(=O)NCC1=C(C=C(C=C1)C1=NC=NC(=C1)NC1=NN(C=C1)C)C